CC=1C=CC2=C(C(=NC(=N2)N2CCN(CC2)C(C)=O)NCC=2N=NC(=CC2)C)N1 1-(4-(6-Methyl-4-(((6-methylpyridazin-3-yl)methyl)amino)pyrido[2,3]pyrimidin-2-yl)piperazin-1-yl)ethan-1-one